2-undecyltetradecanoic acid C(CCCCCCCCCC)C(C(=O)O)CCCCCCCCCCCC